COC([C@H](CC(C)C)NC1=NC(=C(C=C1)Br)OCC1CC1)=O (S)-2-(5-bromo-6-(cyclopropylmethoxy)pyridinylamino)-4-methylpentanoic acid methyl ester